1-(p-fluorophenyl)-1-(p-methoxyphenyl)ethylene FC1=CC=C(C=C1)C(=C)C1=CC=C(C=C1)OC